N1N=CC2=CC(=CC=C12)C=1C=C(C(=O)NC=2N(C=C(N2)CCCCCCN2C(CCCC2)=O)C2=CC=CC=C2)C=CC1 3-(1H-indazol-5-yl)-N-(4-(6-(2-oxopiperidin-1-yl)hexyl)-1-phenyl-1H-imidazol-2-yl)benzamide